2,3-DIFLUORO-4-BENZYLPHENYLBORONIC ACID FC1=C(C=CC(=C1F)CC1=CC=CC=C1)B(O)O